Cl.N[C@H]1CC(=O)OC1=O L-aspartic anhydride hydrochloride